8-methoxy-2-(trifluoromethyl)-3-[1-(3,3,3-tri-fluoropropyl)-1H-pyrazol-4-yl]4H-pyrimido[1,2-b]pyridazin-4-one COC1=CC=2N(N=C1)C(C(=C(N2)C(F)(F)F)C=2C=NN(C2)CCC(F)(F)F)=O